L-α-aspartylglycinyl-L-lysine tert-butyl ester C(C)(C)(C)OC([C@@H](NC(CNC([C@@H](N)CC(O)=O)=O)=O)CCCCN)=O